C(=N)(N)N[N+](=O)[O-] nitroguanidine